C(C)OC1=CSC(=C1)C1=NC=NC(=C1)NCCC=1C2=C(SC1C)C(=CC(=C2)F)C 3-Ethoxy-5-{6-[2-(5-fluoro-2,7-dimethyl-benzo[b]thiophen-3-yl)-ethylamino]-pyrimidin-4-yl}-thiophen